5-(4-chloro-2-fluoro-anilino)-4-methyl-pyridine-3-carbaldehyde ClC1=CC(=C(NC=2C(=C(C=NC2)C=O)C)C=C1)F